5-{4-amino-7-[3-(dimethylamino)prop-1-ynyl]-2-{4-[(2-fluoroacrylamido)]phenyl}-1-methylpyrrolo[3,2-c]pyridin-3-yl}-3-fluoro-N-(2,2,2-trifluoroethyl)pyridine-2-carboxamide NC1=NC=C(C2=C1C(=C(N2C)C2=CC=C(C=C2)NC(C(=C)F)=O)C=2C=C(C(=NC2)C(=O)NCC(F)(F)F)F)C#CCN(C)C